Cl.O=C1N(CC2=CC(=CC=C12)N1CCNCC1)C1C(NC(CC1)=O)=O 3-[1-oxo-5-(piperazin-1-yl)isoindol-2-yl]piperidine-2,6-dione hydrochloride